2,6-dimethylpyridin-3-Boronic acid CC1=NC(=CC=C1B(O)O)C